BICYCLO-[2.2.2]OCTAN-1,4-DIOL C12(CCC(CC1)(CC2)O)O